CC1=CC=C(C=C1)S(=O)(=O)C(CC)=O 1-[(4-methyl-phenyl)-sulfonyl]-propan-1-one